O=C1OCOC(C1)=O 4,6-dioxo-1,3-dioxan